5-bromo-1-(3-fluoro-4-methylbenzyl)-4-(hydroxymethyl)-1,3-dihydro-2H-benzo[b]azepin-2-one BrC=1C2=C(N(C(CC1CO)=O)CC1=CC(=C(C=C1)C)F)C=CC=C2